2-acryloylthioethylthio-5-n-pentylthio-1,3,4-thiadiazole C(C=C)(=O)SCCSC=1SC(=NN1)SCCCCC